Cl.NCC(CN1C=CC2=CC(=CC=C12)C(=O)N1CCC(CC1)(C)OC)=CF (1-(2-(aminomethyl)-3-fluoroallyl)-1H-indol-5-yl)(4-methoxy-4-methylpiperidin-1-yl)methanone hydrochloride